N-(3-bromo-2-fluorophenyl)-2-chloro-3-oxobutanamide BrC=1C(=C(C=CC1)NC(C(C(C)=O)Cl)=O)F